ethyltriEthoxysilane C(C)[Si](OCC)(OCC)OCC